3-methoxy-N-(methyl(oxo)(pyridin-4-yl)-λ6-sulfaneylidene)-4-(5-(trifluoromethyl)-1,2,4-oxadiazol-3-yl)benzamide COC=1C=C(C(=O)N=S(C2=CC=NC=C2)(=O)C)C=CC1C1=NOC(=N1)C(F)(F)F